C1(CCC1)N1CC2(CN(C2)C=2C=CC(=NC2)C2=NNC(=C2C(C)C)C=2C=C(C=3N(C2)N=CN3)OC)C1 6-(3-(5-(6-cyclobutyl-2,6-diazaspiro[3.3]heptan-2-yl)pyridin-2-yl)-4-isopropyl-1H-pyrazol-5-yl)-8-methoxy-[1,2,4]triazolo[1,5-a]pyridine